O1C(=CC=C1)C#N furonitrile